2,3-dichloro-5-nitro-1,4-naphthoquinone ClC=1C(C2=CC=CC(=C2C(C1Cl)=O)[N+](=O)[O-])=O